O=C1NC(CCC1N1CC2=CC=C(C=C2C1=O)C#CC1=CC=C(CN2CCN(CC2)C2=CC=C(N=N2)C(=O)N2CCC(CC2)CCCCNC(\C=C\C=2C=NC=CC2)=O)C=C1)=O (E)-N-(4-(1-(6-(4-(4-((2-(2,6-dioxopiperidin-3-yl)-3-oxoisoindolin-5-yl)ethynyl)benzyl)piperazin-1-yl)pyridazine-3-carbonyl)piperidin-4-yl)butyl)-3-(pyridin-3-yl)acrylamide